(tert-butyl)Butyl piperidin-1-carboxylate N1(CCCCC1)C(=O)OCCCCC(C)(C)C